OC[C@H](C1=CC=CC=C1)NC1=NC(=NC=C1C1=NC(=NO1)C=1C=NC=CC1)NC1=CC=C2C(=N1)C(OB2O)(C)C (S)-5-((4-((2-hydroxy-1-phenylethyl)amino)-5-(3-(pyridin-3-yl)-1,2,4-oxadiazol-5-yl)pyrimidin-2-yl)amino)-3,3-dimethyl-[1,2]oxaborolo[4,3-b]pyridin-1(3H)-ol